(4-Chloro-2-(1H-pyrazol-3-yl)phenyl)isoindolin-1-one ClC1=CC(=C(C=C1)N1C(C2=CC=CC=C2C1)=O)C1=NNC=C1